(S)-(+)-3-amino-2,2-dimethylbutane N[C@H](C(C)(C)C)C